FC(OC1=NC=CC(=C1)C(C)(C)N)F 2-(2-(difluoromethoxy)pyridin-4-yl)propan-2-amine